N-(4-(1-cyclopropyl-1,2,3,6-tetrahydropyridin-4-yl)-3-ethoxyphenyl)-2-(2,6-dichlorophenyl)pyrazolo[1,5-a][1,3,5]triazin-4-amine C1(CC1)N1CCC(=CC1)C1=C(C=C(C=C1)NC1=NC(=NC=2N1N=CC2)C2=C(C=CC=C2Cl)Cl)OCC